7-acryloxy-4-methylcoumarin C(C=C)(=O)OC1=CC=C2C(=CC(OC2=C1)=O)C